O1[C@@H](COCC1)CNC(=O)C1=C(C2=C(CC3(C4=CN(N=C24)CC=2C=NC(=CC2)C)CC3)O1)C N-{[(2R)-1,4-dioxan-2-yl]methyl}-8'-methyl-2'-[(6-methylpyridin-3-yl)methyl]-2',5'-dihydrospiro[cyclopropane-1,4'-furo[2,3-g]indazole]-7'-carboxamide